O1CCN(CC1)C1=NC(=C2C=C(C=NC2=C1)C(=O)O)OC1CCC(CC1)NC1=NC=C(C=N1)C(F)(F)F 7-Morpholino-5-[4-[[5-(trifluoromethyl)pyrimidin-2-yl]amino]cyclohexoxy]-1,6-naphthyridine-3-carboxylic acid